((2R,3R,4R,5R,6R)-2-azido-4,5-dihydroxy-6-(hydroxymethyl)tetrahydro-2H-pyran-3-yl)acetamide N(=[N+]=[N-])[C@@H]1O[C@@H]([C@@H]([C@@H]([C@H]1CC(=O)N)O)O)CO